1-cyclobutanepropionic acid C1(CCC1)CCC(=O)O